lithium diamylamide C(CCCC)[N-]CCCCC.[Li+]